COC1=C(C(=CC=C1OC)OC)B(O)O 2,3,6-trimethoxyphenylboronic acid